1-Propyl-4-Methylpyridinium fluorid [F-].C(CC)[N+]1=CC=C(C=C1)C